trans-4-((3-(1-Cyclopropyl-1H-pyrazol-4-yl)phenyl)((trans-4-(4-methoxy-3-methylphenyl)cyclohexyl)methyl)carbamoyl)-cyclohexyl 4-methylpiperazine-1-carboxylate CN1CCN(CC1)C(=O)O[C@@H]1CC[C@H](CC1)C(N(C[C@@H]1CC[C@H](CC1)C1=CC(=C(C=C1)OC)C)C1=CC(=CC=C1)C=1C=NN(C1)C1CC1)=O